C(C)(=O)O.CC1=C(C(=O)C=2C=C3C=4C=C(C=CC4N(C3=CC2)CC)C(CC)=NO)C=CC=C1 1-[6-(2-methylbenzoyl)-9-ethylcarbazol-3-yl]-propan-1-one-Oxime acetate